monoethyl-2-butene-1,4-dicarboxylic acid C(C)C(C=CCC(=O)O)C(=O)O